dimethyl-methoxyl-chromanol CC1(C(OC2=CC=CC=C2C1)(O)OC)C